(1-(octyloxy)prop-1-en-2-yl)benzene C(CCCCCCC)OC=C(C)C1=CC=CC=C1